C(C)(C)C1=C(C=CC=C1)C1=NC=C2NC(N(C2=N1)CC1=CC=C(C(=O)N(CCC)C)C=C1)=O 4-((2-(2-isopropylphenyl)-8-oxo-7,8-dihydro-9H-purin-9-yl)methyl)-N-methyl-N-propylbenzamide